5-(8-bromodibenzofuran-2-yl)benzimidazolo[1,2-a]Benzimidazole BrC=1C=CC2=C(C3=C(O2)C=CC(=C3)N3C2=C(C=CC=C2)N2C3=NC3=C2C=CC=C3)C1